N-{(4aR,6R)-2-[6-(difluoromethoxy)-4-(2,6-difluorophenyl)-1,2-benzoxazol-3-yl]-5,5-difluoro-1-oxooctahydropyrrolo[1,2-c]pyrimidin-6-yl}cyclopropanesulfonamide FC(OC1=CC2=C(C(=NO2)N2C(N3[C@H](CC2)C([C@@H](C3)NS(=O)(=O)C3CC3)(F)F)=O)C(=C1)C1=C(C=CC=C1F)F)F